FCCCN1CC(C1)=CC1=CC=C(C=C1)C1=C(CCCC2=C1C=CC=C2)C2=CC(=C(C=C2)C)C(F)(F)F 9-(4-((1-(3-Fluoropropyl)azetidin-3-yliden)methyl)phenyl)-8-(4-methyl-3-(trifluoromethyl)phenyl)-6,7-dihydro-5H-benzo[7]annulen